ClC=1C(=C(C=CC1F)N(C(=O)[C@H]1NC(N(C1)C(=O)OC(C)(C)C)=O)C)F tert-butyl (4S)-4-[N-(3-chloro-2,4-difluorophenyl)-N-methylcarbamoyl]-2-oxoimidazolidinecarboxylate